1-(5-chloro-3-fluoropyridin-2-yl)-3-(difluoromethyl)-3-methyl-4-(4-(trifluoromethyl)benzyl)piperazine-2,5-dione ClC=1C=C(C(=NC1)N1C(C(N(C(C1)=O)CC1=CC=C(C=C1)C(F)(F)F)(C)C(F)F)=O)F